ethyl 3-bromo-6-methoxy-picolinate BrC=1C(=NC(=CC1)OC)C(=O)OCC